7-bromo-N-[(1R)-1-(3-chlorophenyl)ethyl]-2-methylquinazolin-4-amine BrC1=CC=C2C(=NC(=NC2=C1)C)N[C@H](C)C1=CC(=CC=C1)Cl